γ-methacrylooxypropyltrimethoxysilane C(C(=C)C)(=O)OCCC[Si](OC)(OC)OC